(4-methylbenzyl)(propargyl)amine CC1=CC=C(CNCC#C)C=C1